ClC=1C=2C(N=C3N(C2C=CC1)C1=CC(=CC=C1C3(C)C)C3CCN(CC3)CC3COC1(CC3)CCN(CC1)C1=CC(=C(C(=C1)F)C1C(NC(CC1)=O)=O)F)=O 3-(4-(3-((4-(4-chloro-7,7-dimethyl-5-oxo-5,7-dihydroindolo[1,2-a]quinazolin-10-yl)piperidin-1-yl)methyl)-1-oxa-9-azaspiro[5.5]undecan-9-yl)-2,6-difluorophenyl)piperidine-2,6-dione